(S)-N-(7-chloro-6-(1-((3S,4S)-4-fluoro-3-methyltetrahydrofuran-3-yl)piperidin-4-yl)isoquinolin-3-yl)-5-oxaspiro[2.4]heptane-1-carboxamide ClC1=C(C=C2C=C(N=CC2=C1)NC(=O)[C@H]1CC12COCC2)C2CCN(CC2)[C@]2(COC[C@H]2F)C